CC1=NC=CC(=C1)C1=C(C=C2C=NN(C2=C1)[C@H]1COCC1)[N+](=O)[O-] (R)-6-(2-methylpyridin-4-yl)-5-nitro-1-(tetrahydrofuran-3-yl)-1H-indazole